BrC1=C2C=C(N(C2=CC=C1)CC(F)(F)F)C=1SC(=CN1)CNC(OCC1=CC=CC=C1)=O benzyl ((2-(4-bromo-1-(2,2,2-trifluoroethyl)-1H-indol-2-yl)thiazol-5-yl)methyl)carbamate